(3,6-Dihydro-2H-pyran-4-yl)-2-(1-fluoronaphthalin-2-yl)-4(s)-(m-tolyl)-1H-imidazol O1CCC(=CC1)N1C(=NC(=C1)C=1C=C(C=CC1)C)C1=C(C2=CC=CC=C2C=C1)F